OC1=C(C=CC(=C1)O)B(O)O 2,4-dihydroxyphenylboronic acid